C1(CCCC1)COC1=CC(=C(C#N)C=C1C1CC1)F 4-(cyclopentylmethoxy)-5-cyclopropyl-2-fluorobenzonitrile